1-[6-[5-Bromo-6-[4-(oxetan-3-yl)piperazino]benzimidazol-1-yl]-3-(1-hydroxyethyl)-2-pyridinyl]-5-methyl-pyrazole-3-carbonitrile BrC1=CC2=C(N(C=N2)C2=CC=C(C(=N2)N2N=C(C=C2C)C#N)C(C)O)C=C1N1CCN(CC1)C1COC1